BrC1=CC=C2C=CC(=C(C2=C1)NC)C(=O)O 7-bromo-1-(methylamino)-2-naphthoic acid